(M)-1-(4-bromo-5-chloro-2-methoxyphenyl)-2-oxo-1,2-dihydroquinoline-6-sulfonate BrC1=CC(=C(C=C1Cl)N1C(C=CC2=CC(=CC=C12)S(=O)(=O)[O-])=O)OC